ClC=1C(=CC(=C(C1)C=1C=C(C(=O)N2CC(N(CC2)C)=O)C=CC1F)O)C 4-[3-(5-Chloro-2-hydroxy-4-methylphenyl)-4-fluorobenzoyl]-1-methylpiperazin-2-one